1-acetyl-N-(6-(4-isopropyl-4H-1,2,4-triazol-3-yl)pyridin-2-yl)-1H-indole-3-carboxamide C(C)(=O)N1C=C(C2=CC=CC=C12)C(=O)NC1=NC(=CC=C1)C1=NN=CN1C(C)C